Sodium 3-(4-hydroxy-2-(4-propylphenethyl)-6-((tetrahydro-2H-pyran-2-yl)methoxy)pyridin-3-yl)propanoate OC1=C(C(=NC(=C1)OCC1OCCCC1)CCC1=CC=C(C=C1)CCC)CCC(=O)[O-].[Na+]